methyl (1r,4r)-4-(1H-pyrazol-1-yl)cyclohexane-1-carboxylate N1(N=CC=C1)C1CCC(CC1)C(=O)OC